C(C)C1=NN(C(=C1)NC(=O)NC1=C(C=C(C=C1)OC1=CC(=NC=C1)C=1C=NN(C1)C)F)C=1C=C2C=CC=NC2=CC1 1-(3-ethyl-1-(quinolin-6-yl)-1H-pyrazol-5-yl)-3-(2-fluoro-4-(2-(1-methyl-1H-pyrazol-4-yl)pyridin-4-yloxy)phenyl)urea